BrC1=C(C(=CC2=C1[C@@H]([C@](O2)(C2=CC=CC=C2)\C=N\S(=O)C(C)(C)C)C)F)Cl N-((E)-((2s,3s)-4-bromo-5-chloro-6-fluoro-3-methyl-2-phenyl-2,3-dihydrobenzofuran-2-yl)methylene)-2-methylpropane-2-sulfinamide